BrC=1C=C2CCC(N(C2=CC1)CC1=CC(=CC=C1)F)=O 6-bromo-1-(3-fluorobenzyl)-3,4-dihydroquinolin-2(1H)-one